The molecule is an adenosine 5'-monophosphate having a salicyl group at the 3'-position; intermediate in mycobactin biosynthesis. It is an adenosine 5'-phosphate and a purine ribonucleoside 5'-monophosphate. It derives from an adenosine. It is a conjugate acid of a 3'-O-salicyl-AMP(2-). C1=CC=C(C(=C1)C(=O)O[C@@H]2[C@H](O[C@H]([C@@H]2O)N3C=NC4=C(N=CN=C43)N)COP(=O)(O)O)O